8-((4-hydroxybutyl)(8-(nonyloxy)-8-oxooctyl)amino)octyl 2-butyl-8-fluorooctanoate C(CCC)C(C(=O)OCCCCCCCCN(CCCCCCCC(=O)OCCCCCCCCC)CCCCO)CCCCCCF